COC=1C=C2C(=C(NC2=CC1)C)C1CCN(CC1)C(=O)C=1C=CC2=C(NC(CO2)=O)C1 6-[4-(5-methoxy-2-methyl-1H-indol-3-yl)piperidine-1-carbonyl]-4H-1,4-benzoxazin-3-one